OC1(CC1)COC=1C(=CC(=NC1)NC(C)=O)NC1=NC(=CC(=C1)C1=NN(C=C1)C)S(=O)(=O)C N-(5-((1-hydroxycyclopropyl)methoxy)-4-((4-(1-methyl-1H-pyrazol-3-yl)-6-(methylsulfonyl)pyridin-2-yl)amino)pyridin-2-yl)acetamide